COC(=O)C1CC(NCC1)C1CC1.C(C)(C)(C)C1CCC(CC1)N(C(C1=CC(C(=O)N)=CC(=C1)NC(=O)C1CCC(CC1)C(C)(C)C)=O)C1CCC(CC1)C(C)(C)C N,N-bis(4-t-butylcyclohexyl)-5-(4-t-butylcyclohexylcarbonylamino)isophthalamide methyl-2-cyclopropylpiperidine-4-carboxylate